2-oxo-2,3-dihydro-1H-indole-4-carbaldehyde O=C1NC=2C=CC=C(C2C1)C=O